C(C)(C)(C)OC(=O)N1CCC(CC1)[C@@H]1[C@@H](C1)CO 4-((1R,2R)-2-(hydroxymethyl)cyclopropyl)piperidine-1-carboxylic acid tert-butyl ester